[2-[(8S,9R,10S,11S,13S,14S,16R,17R)-9-fluoro-11,17-dihydroxy-10,13,16-trimethyl-3-oxo-6,7,8,11,12,14,15,16-octahydrocyclopenta[a]phenanthren-17-yl]-2-oxoethyl] phosphate P(=O)(OCC(=O)[C@]1([C@@H](C[C@H]2[C@@H]3CCC4=CC(C=C[C@@]4([C@]3([C@H](C[C@]12C)O)F)C)=O)C)O)([O-])[O-]